FC=1C=C(C=CC1)N1N=C(N=C1)CN(C=1C2=C(N=C(N1)C1=NC=CC(=C1)OCCO)CCC2)C 2-({2-[4-({[1-(3-fluorophenyl)-1H-1,2,4-triazol-3-yl]methyl}(methyl)amino)-5H,6H,7H-cyclopenta[d]pyrimidin-2-yl]pyridin-4-yl}oxy)ethan-1-ol